CN(C(=O)C1CCNCC1)C N,N-dimethylpiperidine-4-amide